ClC1=NC=C2C=C(C(N(C2=C1)C1COCC1)=O)C1=CC(=CC(=C1)OC)OC 7-chloro-3-(3,5-dimethoxyphenyl)-1-(tetrahydrofuran-3-yl)-1,6-naphthyridin-2(1H)-one